[C@H]12CN(C[C@H](CC1)N2)C2=NC(=NC1=CC(=CC=C21)C2=C1C=NNC1=CC(=C2C)Cl)OC[C@]21CCCN1C[C@@H](C2)F 4-((1R,5S)-3,8-diazabicyclo[3.2.1]octan-3-yl)-7-(6-chloro-5-methyl-1H-indazol-4-yl)-2-(((2R,7aS)-2-fluorotetrahydro-1H-pyrrolizin-7a(5H)-yl)methoxy)quinazoline